Cl.N(N)C1=NC=C(C=C1)C(F)(F)F 2-hydrazino-5-(trifluoromethyl)pyridine hydrochloride